NC1=CC=C2C(=CC(OC2=C1)=O)C(F)(F)F 7-amino-4-trifluoromethyl-coumarin